5-bromo-8-chloro-3,4-dihydro-2H-1-benzothiine BrC1=CC=C(C2=C1CCCS2)Cl